The molecule is a pentacyclic triterpenoid that is olean-12-ene substituted by carboxy group at position 28 and hydroxy groups at positions 3, 16 and 21 (the 3beta,16alpha,21beta stereoisomer). It has a role as a metabolite. It is a pentacyclic triterpenoid and a hydroxy monocarboxylic acid. It derives from a hydride of an oleanane. C[C@]12CC[C@@H](C([C@@H]1CC[C@@]3([C@@H]2CC=C4[C@]3(C[C@H]([C@@]5([C@H]4CC([C@H](C5)O)(C)C)C(=O)O)O)C)C)(C)C)O